9,9-bis(3-hydroxyphenanthryl)-4,5-di(2-naphthyl)fluorene OC=1C=C(C=2C=CC3=CC=CC=C3C2C1)C1(C2=CC=CC(=C2C=2C(=CC=CC12)C1=CC2=CC=CC=C2C=C1)C1=CC2=CC=CC=C2C=C1)C1=CC(=CC=2C3=CC=CC=C3C=CC12)O